COC(C1=CN=C(C=C1Cl)C1=CC=CC=C1)=O.ClC1=CC(=NC=C1C(=O)OC)C1=CC=CC=C1 methyl 4-chloro-6-phenylnicotinate methyl-4-chloro-6-phenylnicotinate